O=C1C(CCCC1)(C#N)C(F)(F)F oxo-1-(trifluoromethyl)cyclohexane-1-carbonitrile